FC1=CC=2N(C=C1)C(=CN2)C2=C1CNC(C1=C(C=C2)NC2=NC(=C(C=C2)[C@@H]2COCC2)CN2C[C@H](CC2)OC)=O 4-(7-fluoro-imidazo[1,2-a]pyridin-3-yl)-7-((6-(((S)-3-methoxy-pyrrolidin-1-yl)methyl)-5-((R)-tetrahydrofuran-3-yl)pyridin-2-yl)amino)isoindolin-1-one